3-fluoro-5-(6-(cyclopropylmethyl)-6-methyl-5-oxo-1,2,3,7-tetrahydropyrazolo[1,2-a]pyrazol-3-yl)benzonitrile FC=1C=C(C#N)C=C(C1)C1CCN2N1C(C(C2)(C)CC2CC2)=O